[Zn].[Ni].[Ag] silver-nickel zinc